NC=1C(=NC(=C(N1)C(F)(F)F)Br)C(=O)NC[C@H]1N(CCC1)CC (S)-3-amino-6-bromo-N-((1-ethylpyrrolidin-2-yl)methyl)-5-(trifluoromethyl)pyrazine-2-carboxamide